ClC1=CC(=C(C=C1)C1=NN2C(=NC=3C=CC=CC3C2=N1)N[C@@H]1C(N(CCCC1)C)=O)OC(F)F (3S)-3-({2-[4-chloro-2-(difluoromethoxy)phenyl][1,2,4]triazolo[1,5-c]quinazolin-5-yl}amino)-1-methylazepan-2-one